6-(5,6-dimethoxy-1H-benzo[d]imidazol-1-yl)-2-(4-fluoro-2-methoxyphenyl)pyridin COC1=CC2=C(N(C=N2)C2=CC=CC(=N2)C2=C(C=C(C=C2)F)OC)C=C1OC